(5-fluoro-1-methyl-1H-pyrazol-4-yl)-1-methylpiperidine-4-amine FC1=C(C=NN1C)C1N(CCC(C1)N)C